rac-(1R,2S,3S)-3-(5-bromo-6-methoxy-2H-indazol-2-yl)-2-methylcyclohexan-1-ol BrC1=CC2=CN(N=C2C=C1OC)[C@@H]1[C@@H]([C@@H](CCC1)O)C |r|